CON(C(=O)[C@H]1[C@H]([C@@H]1[C@@H]1OCCC1)C)C (1S,2S,3S)-N-methoxy-N,2-dimethyl-3-((R)-tetrahydrofuran-2-yl)cyclopropane-1-carboxamide